BrC1=CC=CC(=N1)OCC=1C=CC(=NC1)C(=O)OC methyl 5-(((6-bromopyridin-2-yl)oxy)methyl)picolinate